NC1=C(N=C(S1)C1=C(C(=CC=C1F)OC)F)C(=O)NC=1C(=C2C(=NC1)[C@H](CC2)O)N2C[C@H](C[C@H](C2)C)N 5-amino-N-{4-[(3S,5R)-3-amino-5-methylpiperidin-1-yl]-(7S)-7-hydroxy-6,7-dihydro-5H-cyclopenta[b]pyridin-3-yl}-2-(2,6-difluoro-3-methoxyphenyl)-1,3-thiazole-4-carboxamide